BrCC(C(CCOCC(C#N)(C)C)(C)C1=CC(=CC=C1)Br)=O 3-((5-bromo-3-(3-bromophenyl)-3-methyl-4-oxopentyl)oxy)-2,2-dimethylpropanenitrile